ClC=1C=C(C=CC1)CC=1OC(=C(N1)C1=CC=C(OCC2=NN(C(=C2)C(=O)N(C)C)C)C=C1)C ((4-(2-(3-chlorophenyl-methyl)-5-methyl-oxazol-4-yl)phenoxy)methyl)-N,N,1-trimethyl-1H-pyrazole-5-carboxamide